1-propanesulfonic acid potassium [K].C(CC)S(=O)(=O)O